1-[2-bromo-6-(5-chloropyrimidin-2-yl)oxy-phenyl]-4,4,4-trifluoro-butan-1-one BrC1=C(C(=CC=C1)OC1=NC=C(C=N1)Cl)C(CCC(F)(F)F)=O